N1(N=NC2=C1C=CC=C2)CC(=O)N(CC2=CSC=C2)C2=CC=C(C=C2)NC(=O)C2CC2 N-(4-(2-(1H-benzo[d][1,2,3]triazol-1-yl)-N-(thiophen-3-ylmethyl)acetamido)phenyl)cyclopropanecarboxamide